CN(C1(CCC2(CN(C(N2CC2(CCC2)O)=O)C=2C=NC(=NC2)C#N)CC1)C1=CC=CC=C1)C 5-[8-dimethylamino-1-[(1-hydroxy-cyclobutyl)-methyl]-2-oxo-8-phenyl-1,3-diazaspiro[4.5]decan-3-yl]-pyrimidine-2-carbonitrile